CC1=NC(=NC2=CC=CC=C12)NC=1N(C(=CN1)CCC(=O)O)COCC[Si](C)(C)C 3-(2-((4-methylquinazolin-2-yl)amino)-1-((2-(trimethylsilyl)ethoxy)methyl)-1H-imidazol-5-yl)propanoic acid